glycerol 3-phosphate P(=O)(O)(O)OCC(CO)O